CC12C=C(CC(CC1)(N2)C)C2=NC=1N(C=C2)C=C(N1)C1=NC=C(C=C1O)N1N=CC=N1 2-(7-(1,5-dimethyl-8-azabicyclo[3.2.1]oct-2-en-3-yl)imidazo[1,2-a]pyrimidin-2-yl)-5-(2H-1,2,3-triazol-2-yl)pyridin-3-ol